stearyl fumarate sodium salt [Na+].C(\C=C\C(=O)[O-])(=O)OCCCCCCCCCCCCCCCCCC